1-(8-methoxypyrimido[4,5-c][1,8]naphthyridine-1-yl)azepane COC=1C=CC=2C3=C(C=NC2N1)N=CN=C3N3CCCCCC3